5-cyclopropyl-6-methoxy-3-(4,4,5,5-tetramethyl-1,3,2-dioxaborolan-2-yl)pyrazolo[1,5-a]pyrimidine C1(CC1)C1=NC=2N(C=C1OC)N=CC2B2OC(C(O2)(C)C)(C)C